NC1=C2C(=NC=N1)N(N=C2C#CC=2C(=CC1=C(N=C(O1)NC(C)C)C2)F)[C@@H]2CN(CC2)C(C=C)=O (S)-1-(3-(4-amino-3-((2-(isopropylamino)-6-fluoro-benzo[d]oxazol-5-yl)ethynyl)-1H-pyrazolo[3,4-d]pyrimidin-1-yl)pyrrolidin-1-yl)prop-2-en-1-one